CCCCCCCCCC1=CC=CC=C1OC2=CC=CC=C2CCCCCCCCC mono(nonyl-phenyl) ether